BrC1=CC(=C(C=C1F)O)\C=C\B1OC(C(O1)(C)C)(C)C (E)-4-bromo-5-fluoro-2-(2-(4,4,5,5-tetramethyl-1,3,2-dioxaborolan-2-yl)vinyl)phenol